FC=1C(=C(C=CC1)NS(=O)(=O)C1=CC=C(C=C1)S(=O)(=O)N(C)C)N1CCCCC1 N1-(3-fluoro-2-(piperidin-1-yl)phenyl)-N4,N4-dimethylbenzene-1,4-disulfonamide